C[C@@H](C(=O)N[C@@H](C)C(=O)O)NC(=O)[C@H](CCP(=O)(C)O)N The molecule is a tripeptide comprising one L-phosphinothricyl and two L-alanyl units joined in sequence. It has a role as a bacterial metabolite and an antimicrobial agent. It is a tripeptide and a member of phosphinic acids.